Cl.C1(=CC=CC=C1)N1C(N(C2=NC=CC=C21)[C@@H]2CNCC2)=O (S)-1-phenyl-3-(pyrrolidin-3-yl)-1,3-dihydro-2H-imidazo[4,5-b]pyridin-2-one hydrochloride